Cl.N[C@H](C(=O)O)CC1CC=C(CC1)C1=CN=C2N1C=CN=C2O[C@@H](C(F)(F)F)C2=C(C=C(C=C2)Cl)N2N=C(C=C2)C (2S)-2-amino-3-(4-(8-((R)-1-(4-chloro-2-(3-methyl-1H-pyrazol-1-yl)phenyl)-2,2,2-trifluoroethoxy)imidazo[1,2-a]pyrazin-3-yl)cyclohex-3-en-1-yl)propanoic acid hydrochloride